O(CCC)[Zr+3] propoxyl-zirconium (IV)